C(CCCCCCC)C1(C(=O)N(C(C1)=O)O)S(=O)(=O)O octyl-sulfo-N-hydroxysuccinimide